C(C)(=O)N([C@@H](C)C(=O)N[C@H](CCC(=O)O)C(N)=O)C1[C@H](N)[C@@H](O[C@@H](C(=O)O)C)[C@H](O)[C@H](O1)CO N-Acetylmuramyl-L-Alanyl-D-Isoglutamine